Alpha-(4-nitrobenzenesulfonyloxyimino)phenylacetonitrile [N+](=O)([O-])C1=CC=C(C=C1)S(=O)(=O)ON=C(C#N)C1=CC=CC=C1